6-chloro-N-[3-[(1S)-2-(4-fluoroanilino)-1-methyl-2-oxo-ethyl]-1-bicyclo[1.1.1]pentanyl]-5-methyl-pyridin-1-ium-2-carboxamide ClC1=C(C=CC(=[NH+]1)C(=O)NC12CC(C1)(C2)[C@@H](C(=O)NC2=CC=C(C=C2)F)C)C